[Cl-].[Li+].N1(CCCCC1)[Mg]Cl Piperidinyl-magnesium chloride lithium chloride